Cl.N1[C@@H](CCC1)CNC(=O)C1=CN(CCS1)C=1C2=C(N=CN1)NC=C2 (S)-N-(pyrrolidin-2-ylmethyl)-4-(7H-pyrrolo[2,3-d]pyrimidin-4-yl)-3,4-dihydro-2H-1,4-thiazine-6-carboxamide hydrochloride